tert-butyl (3R)-3-{[({[(2S,5R)-6-hydroxy-7-oxo-1,6-diazabicyclo[3.2.1]oct-2-yl]carbonyl}amino)oxy]methyl}piperidine-1-carboxylate ON1[C@@H]2CC[C@H](N(C1=O)C2)C(=O)NOC[C@H]2CN(CCC2)C(=O)OC(C)(C)C